ClC1=NN2C(C(=N1)OC)=C(C=C2)C=2C=C1C=CC=NC1=C(C2)F 6-(2-chloro-4-methoxypyrrolo[2,1-f][1,2,4]triazin-5-yl)-8-fluoroquinoline